N1(N=NC=C1)CCC(=O)N1CC(=CCC1)C1=CC(=C2C=C(NC2=C1F)C(=O)N1CCN(CC1)C1=NC=CC=C1OC)N1C(C=CC=C1)=O 1-(6-(1-(3-(1H-1,2,3-triazol-1-yl)propanoyl)-1,2,5,6-tetrahydropyridin-3-yl)-7-fluoro-2-(4-(3-methoxypyridin-2-yl)piperazine-1-carbonyl)-1H-indol-4-yl)pyridin-2(1H)-one